lithium gallium germanium [Ge].[Ga].[Li]